BrC=1C=CC(=NC1)CN1C(C(N(C=C1)C1CCC1)=O)=O 1-((5-bromopyridin-2-yl)methyl)-4-cyclobutyl-1,4-dihydropyrazine-2,3-dione